(4-(6-chloro-4-oxochromane-2-carboxamido)bicyclo[2.2.2]oct-1-yl)carbamic acid tert-butyl ester C(C)(C)(C)OC(NC12CCC(CC1)(CC2)NC(=O)C2OC1=CC=C(C=C1C(C2)=O)Cl)=O